3-(indolin-5-yl)-1-methyl-N-(4-(4,4,5,5-tetramethyl-1,3,2-dioxaborolan-2-yl)phenyl)-1H-1,2,4-triazol-5-amine N1CCC2=CC(=CC=C12)C1=NN(C(=N1)NC1=CC=C(C=C1)B1OC(C(O1)(C)C)(C)C)C